NC=1SC(=C(N1)C1=CC=CC=C1)OC1=CC(=NC=C1)NC=1C=CC(=NC1)C(=O)N 5-((4-((2-Amino-4-phenylthiazol-5-yl)oxy)pyridin-2-yl)amino)picolinamide